1-[(17-oxo-2,5,8,11,14-pentaoxaheptadecan-17-yl)oxy]pyrrolidine-2,5-dione O=C(CCOCCOCCOCCOCCOC)ON1C(CCC1=O)=O